C(C1=CC=CC=C1)OC(=O)NCC1(C2CN(CC12)C(=O)OC(C)(C)C)C1=CC=CC=C1 tert-butyl 6-((((benzyloxy)carbonyl)amino)methyl)-6-phenyl-3-azabicyclo[3.1.0]hexane-3-carboxylate